4-Amino-5-chloro-2-methoxy-N-((1-(4-(trifluoromethyl)phenyl)cycloheptyl)methyl)benzamid NC1=CC(=C(C(=O)NCC2(CCCCCC2)C2=CC=C(C=C2)C(F)(F)F)C=C1Cl)OC